FC=1C=C(C=CC1C1(C(C(=C(C2=CC=CC=C12)N)\N=N\[H])N)S(=O)(=O)O)C1=CC(=C(C=C1)C1(C(C(=C(C2=CC=CC=C12)N)\N=N\[H])N)S(=O)(=O)O)F 1,1'-(3,3'-difluoro[1,1'-biphenyl]-4,4'-diyl)bis{2,4-diamino-3-[(E)-diazenyl]naphthalene-1-sulfonic acid}